4-(2,6-dichlorophenoxy)phenylhydrazine ClC1=C(OC2=CC=C(C=C2)NN)C(=CC=C1)Cl